FC=1C=C(C=C(C1)F)CN(C(C(N)=O)=O)CC1=CC(=CC(=C1)F)F N',N'-bis[(3,5-difluorophenyl)methyl]oxamide